5-Allyl-4-bromo-6-chloro-1-(tetrahydro-2H-pyran-2-yl)-1H-indazole C(C=C)C=1C(=C2C=NN(C2=CC1Cl)C1OCCCC1)Br